4-(4-chlorophenoxy)-2-(4-(2-(3,4-dichlorophenoxy)acetamido)piperidin-1-yl)butanoic acid hydrochloride Cl.ClC1=CC=C(OCCC(C(=O)O)N2CCC(CC2)NC(COC2=CC(=C(C=C2)Cl)Cl)=O)C=C1